O=C1N[C@@H]2CN([C@H]1C2)C(=O)OC(C)(C)C tert-butyl (1S,4S)-6-oxo-2,5-diazabicyclo[2.2.1]heptane-2-carboxylate